ClC1=C(SC=C1)C(=O)N1C(CCC1)C1=C(C=CC=C1)C1=CC(=CC=C1)OC (3-chlorothiophen-2-yl)(2-(3'-methoxy-[1,1'-biphenyl]-2-yl)pyrrolidin-1-yl)methanone